CC=1C(=C(C=CC1)C1(C(=O)OC(C1)C)C1=C(C(=CC=C1)C)C)C α,α-bis(dimethylphenyl)-γ-valerolactone